methyl 2-(4-fluorophenyl)-2-diazoacetate FC1=CC=C(C=C1)C(C(=O)OC)=[N+]=[N-]